O1-tert-butyl O2-methyl (2S,4S)-4-[3-[3-(3-chloropropyl)imidazo[1,2-a]pyridin-5-yl]phenoxy]pyrrolidine-1,2-dicarboxylate ClCCCC1=CN=C2N1C(=CC=C2)C=2C=C(O[C@H]1C[C@H](N(C1)C(=O)OC(C)(C)C)C(=O)OC)C=CC2